FC1=CC2=C(NC(=N2)CCNCCC=2SC=3N=CN=C(C3N2)NCC2=NC=CC=C2F)C=C1 2-(2-{[2-(5-fluoro-1H-1,3-benzodiazol-2-yl)ethyl]amino}ethyl)-N-[(3-fluoropyridin-2-yl)methyl]-[1,3]thiazolo[5,4-d]pyrimidin-7-amine